N4-(5-cyclopropyl-1H-pyrazol-3-yl)-6-methoxy-N2,N2-dimethyl-7-(3-(pyrrolidin-1-yl)propoxy)quinazoline-2,4-diamine C1(CC1)C1=CC(=NN1)NC1=NC(=NC2=CC(=C(C=C12)OC)OCCCN1CCCC1)N(C)C